C1(=CC=CC=C1)SN(O)C(C1=CC=CC=C1)=O N-phenylthio-benzohydroxamic acid